C/C(=C/C)/CCC=C(C)C (Z)-3,7-dimethyl-2,6-octadiene